(2,3-dihydroxypropyl)-allyl-(methyl)bicyclo[2.2.1]hept-5-ene-2,3-dicarboximide OC(CC12C(C3(C=CC1C3)C)(C(=O)NC2=O)CC=C)CO